BrC1=CC2=C(OCCCC2C2CC2)C(=C1)NC(OC(C)(C)C)=O tert-butyl (7-bromo-5-cyclopropyl-2,3,4,5-tetrahydrobenzo[b]oxepin-9-yl)carbamate